2-(2,4-difluoro-3-hydroxyphenyl)isoindoline-1,3-dione FC1=C(C=CC(=C1O)F)N1C(C2=CC=CC=C2C1=O)=O